(S)-2-amino-3-methyl-butanoic acid (2r,3r,11br)-3-isobutyl-9,10-dimethoxy-1,3,4,6,7,11b-hexahydro-2H-pyrido[2,1-a]isoquinolin-2-yl ester tosylate S(=O)(=O)(O)C1=CC=C(C)C=C1.C(C(C)C)[C@H]1[C@@H](C[C@H]2N(CCC3=CC(=C(C=C23)OC)OC)C1)OC([C@H](C(C)C)N)=O